The molecule is an azide carrying a (3-bromo-4-hydroxy-5-nitrophenyl)acetyl substituent. It is an azide, a member of 2-nitrophenols and a member of bromobenzenes. It derives from a phenylacetic acid. C1=C(C=C(C(=C1[N+](=O)[O-])O)Br)CC(=O)N=[N+]=[N-]